isopropyl-tert-butylphosphine C(C)(C)PC(C)(C)C